3-(5-{4-bromo-1H-pyrrolo[2,3-c]pyridin-7-yl}-1-oxo-2,3-dihydro-1H-isoindol-2-yl)piperidine-2,6-dione BrC1=C2C(=C(N=C1)C=1C=C3CN(C(C3=CC1)=O)C1C(NC(CC1)=O)=O)NC=C2